[N+](=O)([O-])[O-].C(CCCCCCCCCCC)[N+](CCCCCC)(CCCCCCCCCCCC)CCCCCCCCCCCC tridodecylhexylammonium nitrate